N[C@@H](C(=O)OC)CS methyl (2S)-2-amino-3-sulfanyl-propionate